[C].[Fe].[Kr] krypton iron carbon